C1(=CC=CC=C1)N1C2=CC=CC=C2C=2C=C(C=CC12)C1=CC=C(C=C1)N(C1=CC=2C3(C4=CC=CC=C4C2C=C1)C1=CC=CC=C1C=1C=CC=CC13)C1=CC=C(C=C1)C1=CC=CC3=CC=CC=C13 N-[4-(9-phenyl-9H-carbazol-3-yl)phenyl]-N-[4-(1-naphthyl)phenyl]-9,9'-spirobi[9H-Fluorene]-2-amine